4-epoxycyclohexylethyldimethyloctylsilane C12(C(CCCC1)O2)CCC(CCC[SiH](C)C)CCCC